CN1N=CC=C1C(N)=N 1-methyl-1H-pyrazol-5-carboximidamide